6-chloro-N-[5-(2,2-difluoroethoxy)-4,6-dimethoxy-pyrimidin-2-yl]-7-(5-methylpyrazin-2-yl)-1H-indole-3-sulfonamide ClC1=CC=C2C(=CNC2=C1C1=NC=C(N=C1)C)S(=O)(=O)NC1=NC(=C(C(=N1)OC)OCC(F)F)OC